4-(3-(1H-indol-3-yl)pyrrolidin-1-yl)butyric acid hydrazide N1C=C(C2=CC=CC=C12)C1CN(CC1)CCCC(=O)NN